methyl (2E,6E)-farnesoate C(\C=C(/C)\CC\C=C(/C)\CCC=C(C)C)(=O)OC